C(C)OC(C1=CN=C(C(=C1C(=C)C)[N+](=O)[O-])NC1=C(C(=CC(=C1)F)F)F)=O 5-Nitro-4-(prop-1-en-2-yl)-6-((2,3,5-trifluorophenyl)amino)nicotinic acid ethyl ester